ClC1=C(C#N)C(=CC(=C1F)CO)F 2-Chloro-3,6-difluoro-4-(hydroxymethyl)benzonitrile